[6-[1-[2-(aminomethyl)-3,3-difluoro-allyl]-5-oxo-1,2,4-triazol-4-yl]-5-methyl-3-pyridinyl]-N,N-dimethyl-benzenesulfonamide trifluoroacetate salt FC(C(=O)O)(F)F.NCC(CN1N=CN(C1=O)C1=C(C=C(C=N1)C1=C(C=CC=C1)S(=O)(=O)N(C)C)C)=C(F)F